O=C1NC(CCC1N1C(C2=CC=C(C=C2C1=O)N1CCC(CC1)CN1CCC(CC1)CCN1CCN(CC1)C1=NC=CC(=C1)C1=NNC2=CC=C(C=C12)[N+](=O)[O-])=O)=O 2-(2,6-dioxo-3-piperidyl)-5-[4-[[4-[2-[4-[4-(5-nitro-1H-indazol-3-yl)-2-pyridyl]piperazin-1-yl]ethyl]-1-piperidyl]methyl]-1-piperidyl]isoindoline-1,3-dione